[Br].BrC1=CC(=C(S1)CBr)Cl 5-bromo-2-(bromomethyl)-3-chlorothiophene Bromine